N-Boc-diethyl-1,4-phenylenediamine C(=O)(OC(C)(C)C)NC1=CC=C(C=C1)N(CC)CC